5-(((2,6-bis(bis(2-methoxyethyl)amino)-8-(4-methoxypiperidin-1-yl)pyrimido[5,4-d]pyrimidin-4-yl)amino)methyl)-2-fluorobenzonitrile COCCN(C=1N=C(C2=C(N1)C(=NC(=N2)N(CCOC)CCOC)N2CCC(CC2)OC)NCC=2C=CC(=C(C#N)C2)F)CCOC